ClC1=NC(=NC(=C1)C1=C(C=CC=C1C)C)N 4-Chloro-6-(2,6-dimethylphenyl)pyrimidin-2-amine